C(C)(=O)N(C(OC(C)(C)C)=O)[C@@H]1[C@@H]2[C@H]([C@H](OC1)C#C)OC(O2)(C)C tert-butyl acetyl((3aS,4R,7S,7aR)-4-ethynyl-2,2-dimethyltetrahydro-4H-[1,3]dioxolo[4,5-c]pyran-7-yl)carbamate